2-(4-(8-(6-methoxypyridin-3-yl)-2-methyl-1H-imidazo[4,5-c]quinolin-1-yl)phenyl)-2-methylpropanenitrile COC1=CC=C(C=N1)C1=CC=2C3=C(C=NC2C=C1)N=C(N3C3=CC=C(C=C3)C(C#N)(C)C)C